CC1C(NC2=C(O1)N=CC=C2)=O 3-methyl-1H-pyrido[2,3-b][1,4]oxazin-2-one